3,3',5,5'-tetraethylbenzidine C(C)C=1C=C(C=C(C1N)CC)C1=CC(=C(N)C(=C1)CC)CC